2-phenyl-6-methylnaphthalene C1(=CC=CC=C1)C1=CC2=CC=C(C=C2C=C1)C